C(C)(C)C1=CC=C(C=C1)N(C1=CC=C(OC=2N=C(C3=C(N2)C=NC=C3)O)C=C1)C1CN(CC1)C 2-(4-((4-isopropylphenyl)(1-methylpyrrolidin-3-yl)amino)phenoxy)pyrido[3,4-d]pyrimidin-4-ol